ClC1=C(C=CC(=C1)C(F)(F)F)[C@@H]1N(CC[C@@H](C1)O)C(=O)OCC1=CC=CC=C1 |r| (Rac)-benzyl (2R,4S)-2-(2-chloro-4-(trifluoromethyl)phenyl)-4-hydroxypiperidine-1-carboxylate